C(CBr)/C=C/Br 1,4-dibromobutene